CN(CCCNCCCN(C)C)C Bis(N,N-dimethyl-3-amino-propyl)amine